OC1=CC=C(C=CCSC[C@H](N)C(=O)O)C=C1 S-(4-hydroxycinnamyl)cysteine